3,5-difluoro-N-methyl-4-(7-methylimidazo[1,2-a]pyridin-2-yl)benzamide FC=1C=C(C(=O)NC)C=C(C1C=1N=C2N(C=CC(=C2)C)C1)F